[Na+].OC(CNS([O-])(=O)=O)O dihydroxyethyl-sulfamic acid sodium salt